methyl 2-(2-(2-iodoethoxy)ethoxy)acetate ICCOCCOCC(=O)OC